CC1=NOC(=C1)C=1C=C(C(=O)O)C=CC1 3-(3-methylisoxazol-5-yl)benzoic acid